(4,5-dimethyl-3-pyridyl)boronic acid CC1=C(C=NC=C1C)B(O)O